trans-4-(2,5-Dimethyl-3-(2-(piperidin-1-yl)acetyl)-1H-pyrrol-1-yl)cyclohexane-carboxamide CC=1N(C(=CC1C(CN1CCCCC1)=O)C)[C@@H]1CC[C@H](CC1)C(=O)N